C1(CCC1)C=1C(=NN(C1NC(CC1(CC1)C(F)(F)F)=O)C)C1=CC=C(C=C1)OCC(F)(F)F N-(4-cyclobutyl-1-methyl-3-(4-(2,2,2-trifluoroethoxy)phenyl)-1H-pyrazol-5-yl)-2-(1-(trifluoromethyl)cyclopropyl)acetamide